2-oxabicyclo[3.1.0]hexane-6-carboxylate C12OCCC2C1C(=O)[O-]